4-((2-((3-((2-fluoro-9H-fluoren-9-ylidene)methyl)pyridin-2-yl)oxy)ethyl)amino)-4-oxobutanoic acid FC1=CC=2C(C3=CC=CC=C3C2C=C1)=CC=1C(=NC=CC1)OCCNC(CCC(=O)O)=O